C(CCCCC\C=C/CC\C=C\CCCC)CC(=O)O.C(CCCCCC=CCCC=CCCCC)CC(=O)O.OCCOC=1C=C2C=CC(=CC2=CC1)C1(C2=CC=CC=C2C=2C=CC=CC12)C1=CC2=CC=C(C=C2C=C1)OCCO 9,9-bis[6-(2-hydroxyethoxy)naphthalen-2-yl]fluorene 7,11-hexadecadien-1-yl-acetate ((Z,E)-7,11-hexadecadien-1-yl-acetate)